1,2-bis(2-pyridyl)ethanedione N1=C(C=CC=C1)C(C(=O)C1=NC=CC=C1)=O